(Propan-2-ylamino)methanoic acid-(1R,3S)-3-{5-[(5-cyanopyrimidin-2-yl)amino]-1H-pyrazol-3-yl}cyclopentylester C(#N)C=1C=NC(=NC1)NC1=CC(=NN1)[C@@H]1C[C@@H](CC1)OC(=O)NC(C)C